(5aS,6R,11bR)-3-(2-cyclohexylethyl)-14-(cyclopropylmethyl)-5a,10-dihydroxy-3,4,5,5a,6,7-hexahydro-6,11b-(epiminoethano)naphtho[1,2-d]azepin-2(1H)-one C1(CCCCC1)CCN1C(C[C@@]23[C@@](CC1)([C@@H](CC1=CC=C(C=C12)O)N(CC3)CC3CC3)O)=O